NC1=NC=C(C2=C1C=C(S2)C2=CC=C(C=C2)S(NC(C)(C)C)(=O)=O)C(=O)NC 4-amino-2-[4-(tert-butylsulfamoyl)phenyl]-N-methylthieno[3,2-c]pyridine-7-carboxamide